1-(4-((4-(4-(3-(2,4-dihydroxy-5-isopropylphenyl)-5-hydroxy-4H-1,2,4-triazol-4-yl)benzyl)piperazin-1-yl)methyl)piperidin-1-yl)propan-1-one OC1=C(C=C(C(=C1)O)C(C)C)C1=NN=C(N1C1=CC=C(CN2CCN(CC2)CC2CCN(CC2)C(CC)=O)C=C1)O